methyl-2-oxocyclopentane-1-carboxylate COC(=O)C1C(CCC1)=O